4-O-(p-coumaryl)rhamnose C(\C=C\C1=CC=C(C=C1)O)O[C@H]([C@H]([C@H](C=O)O)O)[C@@H](O)C